ClCCN1C(C=CC2=C1N=C(N=C2)SC)=O 8-(2-chloroethyl)-2-(methylthio)pyrido[2,3-d]pyrimidin-7(8H)-one